S1C(SCCC1)C(C(=CC1=C(C=C(C=C1OC)OC)OC)C1=CC=CC=C1)=O 1-(1,3-Dithian-2-yl)-2-phenyl-3-(2,4,6-trimethoxyphenyl)prop-2-en-1-one